C1C(CC12CNCC2)CNC=2C=CC=1N(N2)C(=CN1)C1=CC(=CC=C1)C(F)(F)F N-(6-Azaspiro[3.4]octan-2-ylmethyl)-3-(3-(trifluoromethyl)phenyl)imidazo[1,2-b]pyridazine-6-amine